O=C1NC2C(N1)CS[C@@H]2CCCCC(=O)NCCNC(CCC(=O)N)=O N'-[2-[5-[(4R)-2-oxo-1,3,3a,4,6,6a-hexahydrothieno[3,4-d]imidazol-4-yl]pentanoylamino]ethyl]butandiamid